ammonium cis-succinate C(CCC(=O)[O-])(=O)[O-].[NH4+].[NH4+]